C(C=C=C=C=C=C=CCC)(=O)OC[C@@H](OC(C=C=C=C=C=C=CCC)=O)CO 1,2-didecahexaenoyl-sn-glycerol